lithium acetate propionate C(CC)(=O)[O-].C(C)(=O)O.[Li+]